C(CC)OC(=O)C=1NC2=CC=C(C=C2C1)C 5-methylindole-2-carboxylic acid propyl ester